2,3,5,6-tetrafluorobenzamide FC1=C(C(=O)N)C(=C(C=C1F)F)F